N,N-dihydroxyethyl-isooctyl-amine ON(O)C(CCCCC(C)C)CC